tert-butyl (7R)-7-[2-(2,8-dimethylimidazo[1,2-b]pyridazin-6-yl)-5-oxo-1,6-naphthyridin-6-yl]-4-azaspiro[2.5]octane-4-carboxylate CC=1N=C2N(N=C(C=C2C)C2=NC=3C=CN(C(C3C=C2)=O)[C@@H]2CCN(C3(CC3)C2)C(=O)OC(C)(C)C)C1